ethyl 7-bromo-8-fluoro-2-oxo-1,2-dihydroquinoline-3-carboxylate BrC1=CC=C2C=C(C(NC2=C1F)=O)C(=O)OCC